N-(Phenyl(5-(trifluoromethoxy)-2-(trifluoromethyl)benzofuran-3-yl)methylene)acetamide C1(=CC=CC=C1)C(=NC(C)=O)C1=C(OC2=C1C=C(C=C2)OC(F)(F)F)C(F)(F)F